(±)-tert-butyl 2-(5-cyclopropyl-3-(2,6-dichlorophenyl)isoxazol-4-yl)-1,3-dioxa-8-azaspiro[4.5]decane-8-carboxylate C1(CC1)C1=C(C(=NO1)C1=C(C=CC=C1Cl)Cl)[C@H]1OC2(CO1)CCN(CC2)C(=O)OC(C)(C)C |r|